The molecule is an organophosphonate oxoanion obtained by deprotonation of one of the phosphonate OH groups of (1S,2S)-1,2-dihydroxypropylphosphonic acid. It is a conjugate base of a (1S,2S)-1,2-dihydroxypropylphosphonic acid. It is a conjugate acid of a (1S,2S)-1,2-dihydroxypropylphosphonate(2-). C[C@@H]([C@@H](O)P(=O)(O)[O-])O